C(C)(=S)[O-] thio-acetate